N(=[N+]=[N-])CCOCCOCCOCCN(CCOCCOCCOCCC(=O)O)C(=O)OC(C)(C)C 1-azido-12-(tert-butoxycarbonyl)-3,6,9,15,18,21-hexaoxa-12-azatetracosan-24-oic acid